N-[1-[6-[(3R)-3-(cyclobutylmethylamino)-1-piperidyl]-3-pyridyl]ethyl]-4-oxo-pyrido[1,2-a]pyrimidine-2-carboxamide C1(CCC1)CN[C@H]1CN(CCC1)C1=CC=C(C=N1)C(C)NC(=O)C=1N=C2N(C(C1)=O)C=CC=C2